4-fluoro-phenethylammonium iodide [I-].FC1=CC=C(CC[NH3+])C=C1